isoamyl methanetricarboxylate C(C(=O)OCCC(C)C)(C(=O)[O-])C(=O)[O-]